NC1=NC(=C(C=2N1N=C(N2)CC2=NC=CC=C2)C2=CC=NN2CCC)C=2C=C(C#N)C=CC2 3-(5-amino-8-(1-propyl-1H-pyrazol-5-yl)-2-(pyridin-2-ylmethyl)-[1,2,4]triazolo[1,5-c]pyrimidin-7-yl)benzonitrile